ethyl-(5-amino-3-methyl-1H-pyrazol-1-yl) acetate hydrochloride Cl.C(C)(=O)ON1N=C(C(=C1N)CC)C